2-(N-(2-(((tert-Butoxycarbonyl)amino)methyl)benzyl)pivalamido)acetic Acid C(C)(C)(C)OC(=O)NCC1=C(CN(C(C(C)(C)C)=O)CC(=O)O)C=CC=C1